FC(C1(CCC2(OCCO2)CC1)CC#N)(F)F 2-(8-(trifluoromethyl)-1,4-dioxaspiro[4.5]decan-8-yl)acetonitrile